C(C)OC(=O)N1C(CNCC1)C(=O)C=1C=C(NC1C1=C(C=CC=C1)[N+](=O)[O-])C1=CC=C(C=C1)C(F)(F)F (5-(2-nitrophenyl)-2-(4-(trifluoromethyl)phenyl)Azole-4-carbonyl)piperazine-1-carboxylic acid ethyl ester